ClC1=CC=C2C(=NC(N(C2=C1)C1=CC=CC=C1)=O)N1N=CC=C1 7-chloro-1-phenyl-4-(1H-pyrazol-1-yl)quinazolin-2(1H)-one